C(C)[N+](CC)(CCCCCCCCCCCCCCCC)[O-] N,N-diethylhexadecylamine N-oxide